triethylene glycol diisostearate C(CCCCCCCCCCCCCCC(C)C)(=O)OCCOCCOCCOC(CCCCCCCCCCCCCCC(C)C)=O